N-{[(1r,4r)-4-{3-[6-(2,2-Dimethylpropanamido)pyridazin-3-yl]-1,2,4-oxadiazol-5-yl}cyclohexyl]methyl}-3,5-difluoro-4-hydroxybenzamide, ammonium salt [NH4+].CC(C(=O)NC1=CC=C(N=N1)C1=NOC(=N1)C1CCC(CC1)CNC(C1=CC(=C(C(=C1)F)O)F)=O)(C)C